CC1(C[C@H](N(C1)C([2H])([2H])[2H])C(=O)OCC1=CC=CC=C1)C benzyl 4,4-dimethyl-1-(2H3)methyl-L-prolinate